FC(C1=CC=C(C=C1)N1C[C@H]2N(C3=C1N=CC=N3)CCN(C2)C(C)=O)(F)F |o1:10| (R)- or (S)-1-(5-(4-(trifluoromethyl)phenyl)-5,6,6a,7,9,10-hexahydro-8H-dipyrazino[1,2-a:2',3'-e]pyrazin-8-yl)ethan-1-one